ClC1([C@H]([C@@H]1C1=CC(=C(C=C1)F)C(F)(F)F)C(=O)O)Cl |r| trans-rac-2,2-dichloro-3-(4-fluoro-3-(trifluoromethyl)phenyl)cyclopropane-1-carboxylic acid